N1=C(NC2=C1C=CC=C2)CN(CC=2NC1=C(N2)C=CC=C1)CC=1NC2=C(N1)C=CC=C2.[Mg] magnesium tris(2-benzimidazolylmethyl)amine